ClC1=CC=C(C=C1)C1C(N(CC(N1CC1=CC(=CC=C1)C)=O)C(C)C)=O 3-(4-chlorophenyl)-1-isopropyl-4-(3-methylbenzyl)piperazine-2,5-dione